[K].C1CCC2=C(C=3CCCC3C=C12)NC(=O)NS(=O)(=O)C1CN(CCC1)C(=O)NC(C)C 3-(N-((1,2,3,5,6,7-Hexahydro-s-indacen-4-yl)carbamoyl)sulfamoyl)-N-iso-propylpiperidine-1-carboxamide, potassium salt